FC1=C(C(=C(C(=C1F)N)F)F)N 2,3,5,6-tetrafluoro-p-phenylenediamine